C1(CCC1)C1=CC=C(C=C1)C1=CN=CC(=N1)C(=O)O 6-(4-cyclobutylphenyl)pyrazine-2-carboxylic acid